4-[(cis-3-aminocyclopentyl)amino]-N'-(2-chloro-5-fluoro-phenyl)-6-(3-methyl-1H-pyrazol-4-yl)pyrrolo[1,2-b]pyridazine-3-carboxamidine N[C@H]1C[C@H](CC1)NC=1C=2N(N=CC1C(=NC1=C(C=CC(=C1)F)Cl)N)C=C(C2)C=2C(=NNC2)C